(R)-2-((4-((1-(3-amino-5-(trifluoromethyl)phenyl)ethyl)amino)-6-(pyrrolidin-1-yl)pyrido[3,4-d]pyrimidin-2-yl)(methyl)amino)ethan-1-ol NC=1C=C(C=C(C1)C(F)(F)F)[C@@H](C)NC=1C2=C(N=C(N1)N(CCO)C)C=NC(=C2)N2CCCC2